CN1CC(C1)(C)[C@@](C=1C=C(C=NC1)C1=NOC(=N1)C1(CCOCC1)O)(C1=CC=C(C=C1)C(C)C)O 4-(3-{5-[(R)-(1,3-Dimethyl-azetidin-3-yl)-hydroxy-(4-isopropyl-phenyl)-methyl]-pyridin-3-yl}-[1,2,4]oxadiazol-5-yl)-tetrahydro-pyran-4-ol